2-methylene-4-oxo-4-((1-(4-(trifluoromethyl)phenyl)cyclopropyl)amino)butanoic acid C=C(C(=O)O)CC(NC1(CC1)C1=CC=C(C=C1)C(F)(F)F)=O